CN1N=CC2=CC=C(C=C12)C1=C2CN(C(C2=C(C=C1)NC1CCN(CC1)C)=O)CC(C#N)=C 2-{[4-(1-methyl-1H-indazol-6-yl)-7-[(1-methylpiperidin-4-yl)amino]-1-oxo-2,3-dihydro-1H-isoindol-2-yl]methyl}prop-2-enenitrile